3-(3,5-dichlorophenyl)-8-(morpholin-4-yl)imidazo[1,2-b]Pyridazine-7-carboxylic acid ethyl ester C(C)OC(=O)C1=C(C=2N(N=C1)C(=CN2)C2=CC(=CC(=C2)Cl)Cl)N2CCOCC2